O=C1N(C(C=C1)=O)C=1C=C(C(=O)NCCOCCOCCNC(OC(C)(C)C)=O)C=C(C1)C(NCC#C)=O tert-butyl (2-(2-(2-(3-(2,5-dioxo-2,5-dihydro-1H-pyrrol-1-yl)-5-(prop-2-yn-1-ylcarbamoyl)benzamido)ethoxy)ethoxy)ethyl)carbamate